((R)-2-(((S)-1-(((1-aminoisoquinolin-6-yl)methyl)amino)-1-oxopropan-2-yl)amino)-1-(2,3-dihydro-1H-inden-2-yl)-2-oxoethyl)carbamic acid tert-butyl ester C(C)(C)(C)OC(N[C@@H](C(=O)N[C@H](C(=O)NCC=1C=C2C=CN=C(C2=CC1)N)C)C1CC2=CC=CC=C2C1)=O